C(CCCCCCCCCCC)(=O)OCC(CO)O 2,3-dihydroxypropyl laurate